COCCCNCC=1N=C(NC1C)C1=NC=CC(=C1)C=1C=NC=C(C1)N1CCOCC1 3-Methoxy-N-{[5-methyl-2-(5-morpholin-4-yl-3,4'-bipyridin-2'-yl)-1H-imidazol-4-yl]methyl}propan-1-amin